3-(4,4,5,5-tetramethyl-1,3,2-dioxaborolan-2-yl)cyanobenzene CC1(OB(OC1(C)C)C=1C=C(C=CC1)C#N)C